OCCC1=CC=C(CN2N=CC(=C2)C(=O)OCC)C=C1 ethyl 1-(4-(2-hydroxy ethyl)benzyl)-1H-pyrazole-4-carboxylate